ClC=1C(=NC(=NC1)NC1CCOCC1)C1=CC=C2CN(C(C2=C1)=O)CC(=O)N[C@@H](C)C1=CC=CC=C1 2-(6-{5-chloro-2-[(oxan-4-yl)amino]pyrimidin-4-yl}-1-oxo-2,3-dihydro-1H-isoindol-2-yl)-N-[(1S)-1-phenylethyl]acetamide